{2,6-Dimethyl-4-[(4-trifluoromethyl-phenylamino)-methyl]-phenyl}-carbamic acid propyl ester C(CC)OC(NC1=C(C=C(C=C1C)CNC1=CC=C(C=C1)C(F)(F)F)C)=O